C(C1CO1)OCCC[SiH2]O[SiH2]O[SiH2]O[SiH3] 3-glycidoxypropyltetrasiloxane